C(C)C1=C(C=CC=C1F)C=1C=CC=2N(C1)C=C(N2)NC(=O)C2C(C2)F N-(6-(2-ethyl-3-fluorophenyl)imidazo[1,2-a]pyridin-2-yl)-2-fluorocyclopropanecarboxamide